aluminum sulfate, sodium salt [Na+].S(=O)(=O)([O-])[O-].[Al+3].S(=O)(=O)([O-])[O-]